C1CCC2=C(C=CC=C12)SCC1=C(C(=O)O)C=CC(=C1F)F 2-(((2,3-dihydro-1H-inden-4-yl)thio)methyl)-3,4-difluorobenzoic acid